(1R,4R)-1,7,7-trimethyl-bicyclo[2.2.1]heptan-2-one C[C@@]12C(C[C@@H](CC1)C2(C)C)=O